C[C@H]1N(CCN(C1)CC1=C(C=C(C=C1)C(F)(F)F)N1CCCC1)C(=O)N1N=C(C=C1)C(=O)N (R)-1-(2-methyl-4-(2-(pyrrolidin-1-yl)-4-(trifluoromethyl)benzyl)piperazine-1-carbonyl)-1H-pyrazole-3-carboxamide